C(C)(C)(C)[C@]1(N(CCC1)C(=O)O)[C@@H]([C@H](C(=O)N1C(O[C@H]([C@H]1C)C1=CC=CC=C1)=O)C)OC (S)-tert-butyl-2-((1R,2R)-1-methoxy-2-methyl-3-((4R,5S)-4-methyl-2-oxo-5-phenyloxazolidin-3-yl)-3-oxopropyl)pyrrolidine-1-carboxylic acid